(+/-)-4-bromo-2-nitro-6-(6,6,6-trifluorohex-1-en-3-yl)phenol BrC1=CC(=C(C(=C1)[C@@H](C=C)CCC(F)(F)F)O)[N+](=O)[O-] |r|